1-(2-{5-[(R)-(1,3-Dimethyl-azetidin-3-yl)-hydroxy-(4-isopropyl-phenyl)-methyl]-pyridin-3-yl}-7,8-dihydro-5H-pyrido[4,3-d]pyrimidin-6-yl)-ethanone CN1CC(C1)(C)[C@@](C=1C=C(C=NC1)C=1N=CC2=C(N1)CCN(C2)C(C)=O)(C2=CC=C(C=C2)C(C)C)O